(S,E)-8-(2,4-Dichlorophenyl)-9-(4-((1-(4-(dimethylamino)-4-oxobut-2-en-1-yl)pyrrolidin-3-yl)oxy)phenyl)-6,7-dihydro-5H-benzo[7]annulen-3-yl pivalate C(C(C)(C)C)(=O)OC1=CC2=C(/C(=C(\CCC2)/C2=C(C=C(C=C2)Cl)Cl)/C2=CC=C(C=C2)O[C@@H]2CN(CC2)CC=CC(=O)N(C)C)C=C1